The molecule is a phosphosphingolipid that consists of sphingosine having a phospho group attached at position 1 It has a role as a vasodilator agent, a sphingosine-1-phosphate receptor agonist, a signalling molecule, a T-cell proliferation inhibitor and a mouse metabolite. It derives from a sphingosine. It is a conjugate acid of a sphingosine 1-phosphate(1-). CCCCCCCCCCCCC/C=C/[C@H]([C@H](COP(=O)(O)O)N)O